FC1(CN(C1)CCN)F 2-(3,3-difluoroazetidin-1-yl)ethylamine